1-ethyl-4(1H)-pyridone C(C)N1C=CC(C=C1)=O